(S)-1-cyclopentyl-4-(1-(5-phenyl-1,3,4-thiadiazol-2-yl)ethyl)piperazine-2,3-dione C1(CCCC1)N1C(C(N(CC1)[C@@H](C)C=1SC(=NN1)C1=CC=CC=C1)=O)=O